4-((2S,5R)-4-((R)-1-(3-chlorophenyl)-2-methylpropyl)-2,5-dimethylpiperazin-1-yl)-2-methyl-1-(((S)-tetrahydrofuran-2-yl)methyl)-1H-[1,2,4]triazolo[3,4-b]purine ClC=1C=C(C=CC1)[C@@H](C(C)C)N1C[C@@H](N(C[C@H]1C)C=1C=2N=C(N(C2N2C(N1)=NN=C2)C[C@H]2OCCC2)C)C